NC1=NC=2C=C(C(=CC2C2=C1C=NN2C)C(=O)N(C)[C@@H]2COCC1=C2C=CC(=C1F)C(F)(F)F)C 4-amino-N-((4S)-8-fluoro-7-(trifluoro-methyl)-3,4-dihydro-1H-2-benzopyran-4-yl)-N,1,7-trimethyl-1H-pyrazolo[4,3-c]-quinoline-8-carboxamide